3-((S)-2-hydroxy-3-((R)-8-(pyridin-2-yl)-1-oxa-8-azaspiro[4.5]dec-3-ylamino)propoxy)-benzenesulfonamide O[C@H](COC=1C=C(C=CC1)S(=O)(=O)N)CN[C@H]1COC2(C1)CCN(CC2)C2=NC=CC=C2